3,9-Bis(2,4-diaminophenyl)-2,4,8,10-tetraoxaspiro[5.5]undecane NC1=C(C=CC(=C1)N)C1OCC2(CO1)COC(OC2)C2=C(C=C(C=C2)N)N